FC(C=1C=C(C(=O)N2COC[C@H]2C(=O)OC)C=C(C1)C(F)(F)F)(F)F methyl (S)-3-(3,5-bis(trifluoromethyl)benzoyl)oxazolidine-4-carboxylate